[I-].[I-].C[SiH](C)[Zr+2](C1C(=CC2=CC=CC=C12)CC(C)C)C1C(=CC2=CC=CC=C12)CC(C)C dimethylsilyl-bis(isobutylindenyl)zirconium diiodide